Cl.ClC1=CC(=C(OCCC(N)B2OC(C(O2)(C)C)(C)C)C=C1)C 3-(4-chloro-2-methylphenoxy)-1-(4,4,5,5-tetramethyl-1,3,2-dioxaborolan-2-yl)propan-1-amine hydrochloride